Cinnamoyl-(Cinnamoyl) chloride C(C=CC1=CC=CC=C1)(=O)C(C(=O)Cl)=CC1=CC=CC=C1